ethyl 2-((5-fluoropyridin-2-yl) amino)-2-oxoacetate FC=1C=CC(=NC1)NC(C(=O)OCC)=O